ClC=1C=C(C=CC1C)CNC(C)=O N-[(3-chloro-4-methylphenyl)-methyl]acetamid